Isopropyl-((S)-(((2S,3S,4R,5R)-5-(4-amino-2-oxopyrimidin-1(2H)-yl)-2-fluoro-3,4-dihydroxy-4-methyltetrahydrofuran-2-yl)methoxy)(naphthalen-1-yloxy)phosphoryl)-L-alaninat C(C)(C)N([C@@H](C)C(=O)[O-])[P@@](=O)(OC1=CC=CC2=CC=CC=C12)OC[C@]1(O[C@H]([C@]([C@@H]1O)(C)O)N1C(N=C(C=C1)N)=O)F